COC1=NC=C(C=N1)NC(O[C@H](C)[C@H](C)OC1=CC2=C(N=C(S2)C2=C3N=CC(=NC3=CC(=C2)C)OC)C=C1F)=O (2R,3S)-3-((5-fluoro-2-(2-methoxy-7-methylquinoxalin-5-yl)benzo[d]thiazol-6-yl)oxy)butan-2-yl (2-methoxypyrimidin-5-yl)carbamate